(S)-N-(3-((3-aminopiperidin-1-yl)methyl)-5-(4-methyl-1H-imidazol-1-yl)phenyl)-4-(1H-benzo[d]imidazol-1-yl)picolinamide N[C@@H]1CN(CCC1)CC=1C=C(C=C(C1)N1C=NC(=C1)C)NC(C1=NC=CC(=C1)N1C=NC2=C1C=CC=C2)=O